NC1=NN(C=C1)C1CN(C1)C(=O)C1=C(C=C(C=C1)C=1C2=C(C(N(C1)C\C=C\C)=O)NC(=C2)C)Cl (E)-4-(4-(3-(3-amino-1H-pyrazol-1-yl)azetidine-1-carbonyl)-3-chlorophenyl)-6-(but-2-en-1-yl)-2-methyl-1H-pyrrolo[2,3-c]pyridin-7(6H)-one